C(CCC(C)C)C(C)(C)C1=CC=C(C=C1)O 2-iso-hexyl-2-(4-hydroxyphenyl)-propane